(S)-5-(3,5-dimethylphenyl)dihydrofuran-2(3H)-one CC=1C=C(C=C(C1)C)[C@@H]1CCC(O1)=O